N-[(2S)-2,3-dihydro[1,4]dioxino[2,3-b]pyridin-2-ylmethyl]-8-methyl-2-[(6-methylpyridin-2-yl)methyl]-4,5-dihydro-2H-furo[2,3-g]indazole-7-carboxamide O1[C@H](COC2=NC=CC=C21)CNC(=O)C2=C(C1=C(CCC3=CN(N=C13)CC1=NC(=CC=C1)C)O2)C